O1CCN(CC1)CCN1CC(=CC1)C1=C2C(=NC(=C1)NC(=O)C1CC1)NC=C2 N-(4-(1-(2-morpholinoethyl)-2,5-dihydro-1H-pyrrol-3-yl)-1H-pyrrolo[2,3-b]pyridin-6-yl)cyclopropylcarboxamide